N1=C(C=CC=C1)C=CC=1C=NC=CC1 1-(2-pyridyl)-2-(3-pyridyl)ethene